N-(4-(benzyloxy)phenyl)-2-(quinoline-2-carbonyl)hydrazine-1-carbothioamide C(C1=CC=CC=C1)OC1=CC=C(C=C1)NC(=S)NNC(=O)C1=NC2=CC=CC=C2C=C1